n-Butoxytetraethylene glycol C(CCC)OC(COCCOCCOCCO)O